Cl.CC1=CC(=NC(=N1)C(F)(F)F)N1CC2(C1)CNCC2 2-(6-methyl-2-(trifluoromethyl)pyrimidin-4-yl)-2,6-diazaspiro[3.4]octane hydrochloride